FC1=C(CN2[C@@H](CCC2=O)CC(=O)NC(C(=O)NC2=CC(=C(C(=C2)F)F)F)C(C)C)C=CC=C1F 2-(2-((S)-1-(2,3-Difluorobenzyl)-5-oxopyrrolidin-2-yl)acetamido)-3-methyl-N-(3,4,5-trifluorophenyl)butanamide